ClC=1C=CC2=C(N=C(O2)C2CC3(CC(C3)NC(=O)C=3OC(=CC3)S(NC(COCCOCCOC)=O)(=O)=O)C2)C1 (Ra)-N-[6-(5-chloro-1,3-benzoxazol-2-yl)spiro[3.3]heptan-2-yl]-5-[[2-[2-(2-methoxyethoxy)ethoxy]acetyl]sulfamoyl]furan-2-carboxamide